FC1=C(OC2=CC3=C(N=CN=C3)N(C2=O)C)C=CC(=C1)F 6-(2,4-difluorophenoxy)-8-methylpyrido[2,3-d]pyrimidin-7(8H)-one